1-ethylpyrrole-2-carboxylic acid C(C)N1C(=CC=C1)C(=O)O